N-({5-chloro-6-[(1,3-thiazol-4-yl)methoxy]-2-indolyl}methyl)-2-(hydroxymethyl)-1-azetidinecarboxamide ClC=1C=C2C=C(NC2=CC1OCC=1N=CSC1)CNC(=O)N1C(CC1)CO